ClC1=CC2=C(N(C(N=C2N2[C@H](CN([C@@H](C2)C)C(C=C)=O)C)=O)C=2C(=NC=CC2N(C)C)C(C)C)N=C1C1=C(C=CC=C1F)NC(CC)=O N-[2-[6-Chloro-1-[4-(dimethylamino)-2-isopropyl-3-pyridyl]-4-[(2S,5R)-2,5-dimethyl-4-prop-2-enoyl-piperazin-1-yl]-2-oxo-pyrido[2,3-d]pyrimidin-7-yl]-3-fluoro-phenyl]propanamide